2-(4-chloro-7-methoxy-6-(4-(piperazin-1-yl)phenyl)-2H-indazol-2-yl)-2-((R)-6-fluoro-6,7-dihydro-5H-pyrrolo[1,2-c]imidazol-1-yl)-N-(thiazol-2-yl)acetamide hydrochloride Cl.ClC=1C2=CN(N=C2C(=C(C1)C1=CC=C(C=C1)N1CCNCC1)OC)C(C(=O)NC=1SC=CN1)C1=C2N(C=N1)C[C@@H](C2)F